ClC=1C(=C(C=CC1)NS(=O)(=O)C=1SC(=CC1)SC1CCCC1)N1CCC(CC1)(C)C N-[3-chloro-2-(4,4-dimethyl-1-piperidyl)phenyl]-5-cyclopentylsulfanyl-thiophene-2-sulfonamide